ClC1=CC(=C(C=C1)B(O)O)OC(C)C (4-chloro-2-isopropoxyphenyl)boronic acid